ClC1=NC(=CC(=C1)N1CCC(CC1)OC1=NC=CC=C1)C(F)(F)F 2-chloro-4-(4-(pyridin-2-yloxy)piperidin-1-yl)-6-(trifluoromethyl)pyridine